Isostearyl Erucate C(CCCCCCCCCCC\C=C/CCCCCCCC)(=O)OCCCCCCCCCCCCCCCC(C)C